C(C)C1=NSC(=N1)CN1CC2(CN(C2)C(=O)N2CC3(C2)CC(C3)N3N=C(N=C3)C(F)(F)F)C1 [6-[(3-ethyl-1,2,4-thiadiazol-5-yl)methyl]-2,6-diazaspiro[3.3]heptan-2-yl]-[6-[3-(trifluoromethyl)-1,2,4-triazol-1-yl]-2-azaspiro[3.3]heptan-2-yl]methanone